C(C)(C)[C@]12CC[C@]([C@@H]2C1)(O)C (1R,2R,5S)-5-Isopropyl-2-methylbicyclo[3.1.0]hexan-2-ol